Bocaminopiperidine tert-butyl-(S)-4-(2-hydroxypropan-2-yl)-2,2-dimethyloxazolidine-3-carboxylate C(C)(C)(C)OC(=O)N1C(OC[C@H]1C(C)(C)O)(C)C.C(=O)(OC(C)(C)C)NN1CCCCC1